N-((2-(2,6-dioxopiperidin-3-yl)-1-oxoisoindolin-5-yl)methyl)-2-(4-methoxyphenyl)-2-oxoacetamide O=C1NC(CCC1N1C(C2=CC=C(C=C2C1)CNC(C(=O)C1=CC=C(C=C1)OC)=O)=O)=O